ClC1=C(C=2N=C(NC(C2C=N1)N1C[C@@H](CCC1)C)SC)F (3R)-1-(7-chloro-8-fluoro-2-(methylthio)-3,4-dihydropyrido[4,3-d]pyrimidin-4-yl)-3-methylpiperidine